ClC=1C(=C(CN2[C@@H](C[C@@](CC2)(C(=O)O)CC2=NC(=C(C(=C2C)CC)F)NC2=NNC(=C2)C)C)C=CC1)F (2R,4R)-1-(3-chloro-2-fluorobenzyl)-4-((4-ethyl-5-fluoro-3-methyl-6-((5-methyl-1H-pyrazol-3-yl)amino)pyridin-2-yl)methyl)-2-methylpiperidine-4-carboxylic acid